C1(CC1)CNC(=O)C1=CC=2N=C(N=C(C2O1)N1CCOCC1)N1N=CC(=C1)C1=CC=CC=C1 N-(cyclopropylmethyl)-4-morpholino-2-(4-phenyl-1H-pyrazol-1-yl)furo[3,2-d]pyrimidine-6-carboxamide